O[C@@H]1C[C@@H](CCC1)CN(CCCCCCCC(=O)N(CCCCCCCCCC)CCCCCCCCCC)CCCCCCCC(=O)N(CCCCCCCCCC)CCCCCCCCCC 8,8'-((((1R,3S)-3-hydroxycyclohex-yl)methyl)azanedi-yl)bis(N,N-didecyl-octanamide)